1-(3-chloro-2-fluorobenzyl)-4-((4-cyclopropyl-3-fluoro-6-((5-methyl-1H-pyrazol-3-yl)amino)pyridin-2-yl)methyl)piperidine-4-carboxylic acid ClC=1C(=C(CN2CCC(CC2)(C(=O)O)CC2=NC(=CC(=C2F)C2CC2)NC2=NNC(=C2)C)C=CC1)F